COC1=C(C=C2CCNC(C2=C1)=O)NCC#C 7-methoxy-6-(prop-2-yn-1-ylamino)-3,4-dihydro-2H-isoquinolin-1-one